tert-butyl N-[2-fluoro-4-(methylcarbamoyl)phenyl]carbamate FC1=C(C=CC(=C1)C(NC)=O)NC(OC(C)(C)C)=O